(±)-10,11-dihydro-N,5-dimethyl-5H-dibenz[b,f]azepin-10-amine CN[C@@H]1CC2=C(N(C3=C1C=CC=C3)C)C=CC=C2 |r|